(R)-N-(cyanamido(2-(2-hydroxypropan-2-yl)thiazol-5-yl)(oxo)-λ6-sulfaneylidene)-2-(2,6-diisopropyl-4-(naphthalen-2-yl)phenyl)acetamide N(C#N)[S@@](=NC(CC1=C(C=C(C=C1C(C)C)C1=CC2=CC=CC=C2C=C1)C(C)C)=O)(=O)C1=CN=C(S1)C(C)(C)O